thiazine oxide S1(NC=CC=C1)=O